methyl (E)-2-methylpropionate CC(C(=O)OC)C